C(C)(C)(C)C1=CC=C(CSCC(C)O)C=C1 1-(4-tert-butylbenzylthio)-2-propanol